7-bromo-4-(tert-butoxy)-2-chloroquinoline BrC1=CC=C2C(=CC(=NC2=C1)Cl)OC(C)(C)C